CC=1N(N=C2C3=C(C(C(C12)=O)=O)C=CC=C3)S(=O)(=O)C=3N(C=CN3)C 3-methyl-2-(1-methyl-1H-imidazol-2-ylsulfonyl)-2H-benzo[g]indazole-4,5-dione